C(C)(C)(C)OC(=O)N1CCC(CC1)C1CCN(CC1)C1=CC2=C(NC(N2C)=O)C=C1F 1'-(6-fluoro-3-methyl-2-oxo-2,3-dihydro-1H-benzo[d]imidazol-5-yl)-[4,4'-bipiperidine]-1-carboxylic acid tert-butyl ester